3-(((2-(4-(2-hydroxyethyl)piperazin-1-yl)ethyl)amino)methylene)-1-methylquinoline-2,4(1H,3H)-dione OCCN1CCN(CC1)CCNC=C1C(N(C2=CC=CC=C2C1=O)C)=O